methyl 1-(5-nitropyrimidin-2-yl)-1,2,3,6-tetrahydropyridine-4-carboxylate [N+](=O)([O-])C=1C=NC(=NC1)N1CCC(=CC1)C(=O)OC